2-cyclopropyl-N-(4,6-dimethylpyridin-2-yl)-6-(4-(4-isopropylpiperazin-1-yl)phenyl)-1-methyl-1H-benzo[d]imidazol-4-amine C1(CC1)C1=NC2=C(N1C)C=C(C=C2NC2=NC(=CC(=C2)C)C)C2=CC=C(C=C2)N2CCN(CC2)C(C)C